tert-butyl ((5-bromo-2,4-difluorophenyl)sulfonyl)(thiazol-4-yl)carbamate BrC=1C(=CC(=C(C1)S(=O)(=O)N(C(OC(C)(C)C)=O)C=1N=CSC1)F)F